CO/C(=C/C(C(=O)OCC)=O)/CN1N=C(N=N1)C(F)(F)F ethyl (E)-4-methoxy-2-oxo-5-[5-(trifluoromethyl)tetrazol-2-yl]pent-3-enoate